8-[3-methyl-1-(oxetan-3-yl)-1H-pyrazolo[3,4-d]pyrimidin-6-yl]-2-[2-methyl-6-(trifluoromethyl)pyrimidin-4-yl]-2,8-diazaspiro[4.5]decane CC1=NN(C2=NC(=NC=C21)N2CCC1(CCN(C1)C1=NC(=NC(=C1)C(F)(F)F)C)CC2)C2COC2